8-chloro-6-(trifluoromethyl)-[1,2,4]Triazolo[4,3-a]Pyridin-3-amine ClC=1C=2N(C=C(C1)C(F)(F)F)C(=NN2)N